1-[4-(1,1-dimethylethyl)phenyl]-4-[4-(diphenylmethoxy)-1-piperidyl]-1-butanone CC(C)(C)C1=CC=C(C=C1)C(CCCN1CCC(CC1)OC(C1=CC=CC=C1)C1=CC=CC=C1)=O